5-((S)-2,2-dimethyltetrahydro-2H-pyran-4-yl)-1-((1S,2R)-2-ethynyl-1-(5-carbonyl-4,5-dihydro-1,2,4-oxadiazol-3-yl)cyclopropyl)-1H-indole-2-carboxylic acid CC1(OCC[C@@H](C1)C=1C=C2C=C(N(C2=CC1)[C@@]1([C@H](C1)C#C)C1=NOC(N1)=C=O)C(=O)O)C